N-[5-(sulfamoyl)-4-methyl-1,3-thiazol-2-yl]-N-methyl-2-[4-(2-pyridyl)-phenyl]-acetamide hemihydrate O.S(N)(=O)(=O)C1=C(N=C(S1)N(C(CC1=CC=C(C=C1)C1=NC=CC=C1)=O)C)C.S(N)(=O)(=O)C1=C(N=C(S1)N(C(CC1=CC=C(C=C1)C1=NC=CC=C1)=O)C)C